8-fluoro-9-(6-fluoro-1-methylsulfonylindol-4-yl)-1,5,5,10-tetramethyl-6H-pyrazolo[1,5-c]quinazoline FC=1C(=C(C=2C=3N(C(NC2C1)(C)C)N=CC3C)C)C3=C1C=CN(C1=CC(=C3)F)S(=O)(=O)C